tri(2-ethylhexyl)benzene-1,2,4-tricarboxylic acid C(C)C(CC=1C(=C(C(=C(C1C(=O)O)C(=O)O)CC(CCCC)CC)C(=O)O)CC(CCCC)CC)CCCC